C1(CC1)N1CCC(CC1)N1CCC(CC1)C=1C(=CC2=C(NC(=N2)C2=CC(=C(C=C2)OC)OC)C1)F 6-(1'-cyclopropyl-[1,4'-bipiperidin]-4-yl)-2-(3,4-dimethoxyphenyl)-5-fluoro-1H-benzo[d]imidazole